5-(2-methoxyethoxy)picolinonitrile COCCOC=1C=CC(=NC1)C#N